2-hydroxy-6-isovaleryl-nicotinic acid OC1=C(C(=O)O)C=CC(=N1)C(CC(C)C)=O